[C@@H]1([C@@H](O)[C@H](O)[C@H](O1)CO)C=1C(NC(NC1)=O)=O β-D-arabinofuranosyl-uracil